N-{2-[4-(4-Aminopiperidin-1-yl)-3-(3-fluoro-5-methylphenyl)chinolin-6-yl]-4,6-difluorophenyl}methylcarbamat NC1CCN(CC1)C1=C(C=NC2=CC=C(C=C12)C1=C(C(=CC(=C1)F)F)CNC([O-])=O)C1=CC(=CC(=C1)C)F